ClC=1C=NC(=NC1)C=1C(=C(C=CC1)NC1=CC(=NC=C1C(=O)NOCC)NC1=NC=CC=N1)OC 4-((3-(5-chloropyrimidin-2-yl)-2-methoxyphenyl)amino)-N-ethoxy-6-(pyrimidin-2-ylamino)nicotinamide